C1(=CC=CC=C1)C#CC1=CC=C(C(=O)C2=C(C=CC=C2)N=NC2=CC=CC=C2)C=C1 2-(4-(phenylethynyl)benzoyl)azobenzene